Benzotriazol-1-yl-oxy-tris(dimethylamino)-phosphonium Hexafluorophosphate F[P-](F)(F)(F)(F)F.N1(N=NC2=C1C=CC=C2)O[P+](N(C)C)(N(C)C)N(C)C